(3S,4R)-4-amino-3-hydroxypiperidine-1-carboxylic acid tert-butyl ester C(C)(C)(C)OC(=O)N1C[C@@H]([C@@H](CC1)N)O